Methyl 4-(2-((tert-butoxycarbonyl)imino)-4,4-diethyl-6-oxotetrahydropyrimidin-1(2H)-yl)chroman-6-carboxylate C(C)(C)(C)OC(=O)N=C1N(C(CC(N1)(CC)CC)=O)C1CCOC2=CC=C(C=C12)C(=O)OC